4-(piperazin-1-yl)-7H-pyrrolo[2,3-d]pyrimidine N1(CCNCC1)C=1C2=C(N=CN1)NC=C2